N-(1-naphthyl)o-carbamoyl-benzoic acid C1(=CC=CC2=CC=CC=C12)NC(=O)C1=C(C(=O)O)C=CC=C1